2-(2'-hydroxy-3'-methyl-5'-t-octylphenyl)benzotriazole OC1=C(C=C(C=C1C)C(C)(C)CC(C)(C)C)N1N=C2C(=N1)C=CC=C2